N=1NC2(C=3C1C=CC=CC3O2)C(=O)N epoxycyclohepta[c]pyrazole-3-carboxamide